C12(CC1)COC=1C2=C(C=CC1)O 2H-spiro[1-benzofuran-3,1'-cyclopropan]-4-ol